[OH-].C(CCCCCCCCCCCCC)[N+](CCCS(=O)(=O)O)(C)C TETRADECYLDIMETHYL-(3-sulfopropyl)ammonium hydroxide